(S)-4-ethyl-8-fluoro-4-hydroxy-11-((R)-pyrrolidin-3-yl)-1,12-dihydro-14H-pyrano[3',4':6,7]indolizino[2,1-b]quinoline-3,6,14(4H,11H)-trione C(C)[C@]1(C(OCC=2C(N3CC=4N(C5=CC=C(C=C5C(C4C3=CC21)=O)F)[C@H]2CNCC2)=O)=O)O